CC1=C2COC(C2=CC=C1[C@H]1NCCN(C1)CC=1C=NC(=NC1)N1C=NC(=C1)C)=O (R)-4-methyl-5-(4-((2-(4-methyl-1H-imidazol-1-yl)pyrimidin-5-yl)methyl)piperazin-2-yl)isobenzofuran-1(3H)-one